C1OCC12CC(C2)OC=2C=C(C=C(C2F)F)[C@H]2[C@@H](C2)C=2C=NC(=NC2)C2=NC=CC=N2 trans-5-(2-(3-((2-oxaspiro[3.3]heptan-6-yl)oxy)-4,5-difluorophenyl)cyclopropyl)-2,2'-bipyrimidine